3-bromoiodobenzene C1=CC(=CC(=C1)I)Br